tert-butyl 4-[3-methyl-4-(trifluoromethylsulfonyloxy)phenyl]piperazine-1-carboxylate CC=1C=C(C=CC1OS(=O)(=O)C(F)(F)F)N1CCN(CC1)C(=O)OC(C)(C)C